2,5-Dioxopyrrolidin-1-yl (2R)-6-[2-(cyclooct-2-yn-1-yloxy)acetamido]-2-{[(9H-fluoren-9-ylmethoxy)carbonyl]amino}hexanoate C1(C#CCCCCC1)OCC(=O)NCCCC[C@H](C(=O)ON1C(CCC1=O)=O)NC(=O)OCC1C2=CC=CC=C2C=2C=CC=CC12